ClC1=C(OC=2N=NC(=CC2C(=O)NC=2C=[N+](C=CC2)[O-])C(F)(F)F)C=CC(=C1)OC(F)(F)F 3-(3-(2-chloro-4-(trifluoromethoxy)phenoxy)-6-(trifluoromethyl)pyridazine-4-carboxamido)pyridine 1-oxide